CC(C(=O)C1=CC=C(C=C1)SC)(C)N1CCOCC1 methyl-1-[4-(methylthio)phenyl]-2-morpholinopropan-1-one